NC=1SC=2N=C(N=CC2N1)OCC(=O)OC methyl 2-(2-aminothiazolo[5,4-d]pyrimidin-5-yl)oxyacetate